N1(CCCCC1)C(=O)C=1C=NN2C1C=CC=C2C2=CC=C(C(=O)O)C=C2 4-(3-(piperidine-1-carbonyl)pyrazolo[1,5-a]pyridin-7-yl)benzoic acid